C(#N)C=1C=C(C=CC1)C1=NN2C(N=C(C=C2)N2CCN(CC2)CCF)=C1C#N 2-(3-cyanophenyl)-5-[4-(2-fluoroethyl)piperazin-1-yl]pyrazolo[1,5-a]pyrimidine-3-carbonitrile